butyl 2-(4-amino-6,7-difluoro-9H-pyrimido[4,5-b]indol-9-yl)acetate NC1=NC=NC=2N(C3=CC(=C(C=C3C21)F)F)CC(=O)OCCCC